6-(trans-4-{(2-Aminoethyl)-[3-(4-fluorophenyl)propyl]amino}-cyclohexyl)-3H-benzoxazol-2-one NCCN([C@@H]1CC[C@H](CC1)C1=CC2=C(NC(O2)=O)C=C1)CCCC1=CC=C(C=C1)F